biquinoline iridium [Ir].N1=C(C=CC2=CC=CC=C12)C1=NC2=CC=CC=C2C=C1